1-α-aminoethyl-3-aminomethyl-benzene NC(C)C1=CC(=CC=C1)CN